4-{2-oxo-1-[(2-piperidine-4-ylethyl)amino]-2-[(2-pyridine-4-ylethyl)amino]ethyl}benzoate O=C(C(NCCC1CCNCC1)C1=CC=C(C(=O)[O-])C=C1)NCCC1=CC=NC=C1